FC1=CC=C(C=C1)NC(COC1=CC(N(C2=CC=CC=C12)C)=O)=O N-(4-fluorophenyl)-2-((1-methyl-2-oxo-1,2-dihydro-quinolin-4-yl)oxy)acetamide